OCC1(C(NCC1)=O)NC(=O)C1=C(C=C2C=CC(=CN12)OCC=1C(=NC=CC1)C(F)(F)F)C N-[3-(hydroxymethyl)-2-oxopyrrolidin-3-yl]-2-methyl-6-{[2-(trifluoromethyl)pyridin-3-yl]methoxy}indolizine-3-carboxamide